ClC1=C(C(=NN1C1=CC=C(C=C1)\C=N\N=C\1/SCC(N1C1=C(C=CC(=C1)C)C(C)C)=O)C)N1C(C2=CC=C(C=C2CC1)OC(F)(F)F)=O (2Z)-2-[(E)-[4-[5-chloro-3-methyl-4-[1-oxo-6-(trifluoromethoxy)-3,4-dihydroisoquinolin-2-yl]pyrazol-1-yl]phenyl]methylenehydrazono]-3-(2-isopropyl-5-methyl-phenyl)thiazolidin-4-one